N-[(1R,4R)-4-[(2-pyrido[2,3-d]pyrimidin-4-yl-2,7-diazaspiro[3.5]nonan-7-yl)methyl]cyclohexyl]ethanesulfonamide N1=CN=C(C2=C1N=CC=C2)N2CC1(C2)CCN(CC1)CC1CCC(CC1)NS(=O)(=O)CC